2-chloro-7-ethyl-N-(2-furylmethyl)thieno[3,2-d]pyrimidin-4-amine ClC=1N=C(C2=C(N1)C(=CS2)CC)NCC=2OC=CC2